(2R,4R)-N-[5,6-difluoro-4-(2,4,6-trifluorophenyl)-1,2-benzoxazol-3-yl]-3,3-difluoro-2-(2-hydroxyethyl)-4-[(methanesulfonyl)amino]pyrrolidine-1-carboxamide FC=1C(=CC2=C(C(=NO2)NC(=O)N2[C@@H](C([C@@H](C2)NS(=O)(=O)C)(F)F)CCO)C1C1=C(C=C(C=C1F)F)F)F